1-chloro-N-((3R,5R)-5-fluoro-1-methylpiperidin-3-yl)-7,8-dihydro-5H-pyrano[3,4-d]pyridazin-4-amine ClC1=C2C(=C(N=N1)N[C@H]1CN(C[C@@H](C1)F)C)COCC2